CC(C(=O)NC[C@@]12C[C@H](N([C@@H]2C1)C(=O)OC(C)(C)C)C(=O)OCC)(CC=C)C |&1:6| (1R,3S,SR)-2-tert-Butyl 3-Ethyl 5-((2,2-Dimethylpent-4-enamido)methyl)-2-azabicyclo[3.1.0]hexane-2,3-dicarboxylate